OCCC1CC2CCC(C1)N2C(=O)OC(C)(C)C 1,1-dimethylethyl (3-endo)-3-(2-hydroxyethyl)-8-azabicyclo[3.2.1]octane-8-carboxylate